tert-butyl (1-((1-(4-(2,6-dioxopiperidin-3-yl)phenyl)azetidin-3-yl) methyl)piperidin-4-yl)carbamate O=C1NC(CCC1C1=CC=C(C=C1)N1CC(C1)CN1CCC(CC1)NC(OC(C)(C)C)=O)=O